2-((4-Chloro-2-fluorophenoxy)methyl)-4-(pyrrolidin-3-yloxy)pyrimidine ClC1=CC(=C(OCC2=NC=CC(=N2)OC2CNCC2)C=C1)F